1-(4-(3-((3-chloro-4-(3,3-difluoroazetidine-1-carbonyl)phenyl)amino)azetidin-1-yl)piperidin-1-yl)-2-(3-chlorophenyl)-3,3,3-trifluoro-2-hydroxypropan-1-one ClC=1C=C(C=CC1C(=O)N1CC(C1)(F)F)NC1CN(C1)C1CCN(CC1)C(C(C(F)(F)F)(O)C1=CC(=CC=C1)Cl)=O